bis(3,5-di-tert-butylphenyl)-N,N'-bis[3,5-bis(3,5-di-tert-butylphenyl)phenyl]-2-phenylanthracene-9,10-diamine C(C)(C)(C)C=1C=C(C=C(C1)C(C)(C)C)C=1C(=C(C2=C(C3=CC=CC=C3C(=C2C1)NC1=CC(=CC(=C1)C1=CC(=CC(=C1)C(C)(C)C)C(C)(C)C)C1=CC(=CC(=C1)C(C)(C)C)C(C)(C)C)NC1=CC(=CC(=C1)C1=CC(=CC(=C1)C(C)(C)C)C(C)(C)C)C1=CC(=CC(=C1)C(C)(C)C)C(C)(C)C)C1=CC(=CC(=C1)C(C)(C)C)C(C)(C)C)C1=CC=CC=C1